ClC=1C(=NC(=NC1)N1C[C@H]([C@@H](CC1)NC=1C=C2C=NN(C2=CC1)C1C(NC(CC1)=O)=O)C)NC=1C=C2CC(N(C2=CC1)C)=O 3-(5-(((3R,4R)-1-(5-chloro-4-((1-methyl-2-oxoindolin-5-yl)amino)pyrimidin-2-yl)-3-methylpiperidin-4-yl)amino)-1H-indazol-1-yl)piperidine-2,6-dione